N-(4-Methoxy-6-methylpyridin-2-yl)-5-methyl-2-(1-methyl-1H-imidazol-2-yl)-6-(1-methyl-1H-pyrazol-3-yl)pyrrolo[2,1-f][1,2,4]triazin-4-amine COC1=CC(=NC(=C1)C)NC1=NC(=NN2C1=C(C(=C2)C2=NN(C=C2)C)C)C=2N(C=CN2)C